dihydrophenazinediamine C1(C(C=CC2=NC3=CC=CC=C3N=C12)N)N